(R)-3-fluoro-5-(3-isopropoxyphenyl)-5,8,8-trimethyl-5,8,9,10-tetrahydrobenzo[b][1,8]naphthyridin-6(7H)-one FC1=CC=2[C@@](C3=C(NC2N=C1)CC(CC3=O)(C)C)(C)C3=CC(=CC=C3)OC(C)C